C(C)C(COC([C@@](N=P(=O)OC1=CC=CC=C1)(C)Cl)=O)CC chloro((phenoxy)phosphoryl)-L-alanine 2-ethylbutyl ester